tert-butoxynickel C(C)(C)(C)O[Ni]